FC1=CC=C(C=C1)[C@H](C)NC1=NC(=CC(=N1)N1[C@@H](CCC1)CO)NC1=NC=CN=C1 ((S)-1-{2-[(S)-1-(4-fluorophenyl)ethylamino]-6-(pyrazin-2-ylamino)pyrimidin-4-yl}pyrrolidin-2-yl)methanol